((4-hydroxybutyl)azanediyl)bis(hexane-6,1-diyl) bis(2-(cyclobutylmethyl)decanoate) C1(CCC1)CC(C(=O)OCCCCCCN(CCCCCCOC(C(CCCCCCCC)CC1CCC1)=O)CCCCO)CCCCCCCC